p-tertiary butyl-hydroquinone C(C)(C)(C)C1(CC=C(O)C=C1)O